1-(5-ethoxy-2-(1-methyl-1H-pyrazol-4-yl)-4-nitrophenyl)piperazine hydrochloride Cl.C(C)OC=1C(=CC(=C(C1)N1CCNCC1)C=1C=NN(C1)C)[N+](=O)[O-]